(S)-N-(1-(2-(4-(5-(3-cyano-5-fluorophenyl)-4,5-dihydro-1H-pyrazol-1-carbonyl)piperazin-1-yl)-5-fluoropyrimidin-4-yl)-3,5-dimethyl-1H-pyrazol-4-yl)acetamide C(#N)C=1C=C(C=C(C1)F)[C@@H]1CC=NN1C(=O)N1CCN(CC1)C1=NC=C(C(=N1)N1N=C(C(=C1C)NC(C)=O)C)F